(1S,3S)-3-((2-(5-((((Cyclopropylmethyl)(methyl)carbamoyl)oxy)methyl)-1-methyl-1H-pyrazol-4-yl)-4-methylpyrimidin-5-yl)oxy)cyclohexan C1(CC1)CN(C(=O)OCC1=C(C=NN1C)C1=NC=C(C(=N1)C)OC1CCCCC1)C